N-(3-phenylnaphthyl)-2-(phenyl)-indole C1(=CC=CC=C1)C=1C=C(C2=CC=CC=C2C1)N1C(=CC2=CC=CC=C12)C1=CC=CC=C1